2-chloro-1-(5-chloro-pyrazin-2-yl)-ethanone ClCC(=O)C1=NC=C(N=C1)Cl